COC(=O)C1=CC(=CC=2N(C(=NC21)C)C(=O)OC(C)(C)C)C2=CC=C(C=C2)S(=O)(=O)C(F)(F)F 2-methyl-6-(4-trifluoromethanesulfonyl-phenyl)-benzimidazole-1,4-dicarboxylic acid 1-tert-butyl ester 4-methyl ester